3-[4-[4-[2-(4-piperidyl)ethyl]-1-piperidyl]anilino]piperidine-2,6-dione N1CCC(CC1)CCC1CCN(CC1)C1=CC=C(NC2C(NC(CC2)=O)=O)C=C1